ClC1=C(C(=CC=C1Cl)OC)[C@H]1C[C@H](N(C1)C(=O)O)CCC(=O)OC (2R,4R)-4-(2,3-dichloro-6-methoxyphenyl)-2-(3-methoxy-3-oxopropyl)pyrrolidine-1-carboxylic acid